C(#N)C=1C2=C(C=NC1)C=CN2C 7-cyano-1-methyl-1H-pyrrolo[3,2-c]pyridin